S1C(=CC=C1)O thien-ol